N=1NN=NC1C1=CC=C(C=C1)CCN 2-(4-(2H-tetrazol-5-yl)phenyl)ethylamine